N(=[N+]=[N-])CCOCCOCCNC(C(C)(C)SC(=S)SCCCCCCCCCCCC)=O N-(8-Azido-3,6-dioxaoctan-1-yl)-2-(dodecylthiocarbonothioylthio)-2-methylpropanamide